2-bromo-N-(5-(3-(2,2-dimethylpyrrolidin-1-yl)propionamido)-2-methylpyridin-3-yl)pyrazolo[5,1-b]thiazole-7-carboxamide BrC1=CN2C(S1)=C(C=N2)C(=O)NC=2C(=NC=C(C2)NC(CCN2C(CCC2)(C)C)=O)C